CC1(CC1)OC=1C=C2C(=NN(C2=CC1)COCC[Si](C)(C)C)C1=CC(=NC=C1)N1CCC(CC1)OC1CC(C1)OC1CCN(CC1)C(=O)OC(C)(C)C tert-butyl 4-[3-[[1-[4-[5-(1-methylcyclopropoxy)-1-(2-trimethylsilylethoxymethyl)indazol-3-yl]-2-pyridyl]-4-piperidyl]oxy]cyclobutoxy]piperidine-1-carboxylate